(S)-1-(5-chloro-3-fluoropyridin-2-yl)-4-(4-chlorobenzyl)-3-isopropylpiperazine-2,5-dione ClC=1C=C(C(=NC1)N1C([C@@H](N(C(C1)=O)CC1=CC=C(C=C1)Cl)C(C)C)=O)F